4,6-Difluoro-N-methyl-5-(3-(4-(4-methylpiperazin-1-yl)phenyl)-1H-pyrazolo[3,4-c]pyridin-5-yl)-2,3-dihydro-1H-inden-1-amine FC1=C2CCC(C2=CC(=C1C=1C=C2C(=CN1)NN=C2C2=CC=C(C=C2)N2CCN(CC2)C)F)NC